OC(C)C=1C(=NC(=CC1)N1C=NC2=C1C=CC(=C2)NC=2N=NC(=CC2)C)N2C[C@@H](CC2)C#N (3R)-1-[3-(1-hydroxyethyl)-6-[5-[(6-methylpyridazin-3-yl)amino]benzimidazol-1-yl]-2-pyridinyl]pyrrolidine-3-carbonitrile